C(C)OC(=O)[C@H]1[C@@H](C1)C(CC=C)O.BrC1=C(C(=C(C(=C1C(C)C1=C(C(=C(C(=C1Br)Br)Br)Br)Br)Br)Br)Br)Br di(pentabromophenyl)ethane (1R,2R)-ethyl-2-(1-hydroxybut-3-en-1-yl)cyclopropanecarboxylate